C(C)(C)N1C=CC=2C1=NC(=CC2N2[C@@H]([C@H](C2)CS(=O)(=O)C)C)N2N=CC=1C(=NC(=CC12)C=1C=NC=CC1OC)C 1-(1-Isopropyl-4-((2R,3S)-2-methyl-3-((methylsulfonyl)methyl)azetidin-1-yl)-1H-pyrrolo[2,3-b]pyridin-6-yl)-6-(4-methoxypyridin-3-yl)-4-methyl-1H-pyrazolo[4,3-c]pyridine